2-(2,2,3,3,3-pentafluoro-propionylamino)-5,6,7,8-tetrahydro-4H-cyclohepta[b]thiophene-3-carboxylic acid (2-trifluoromethoxy-phenyl)-amide FC(OC1=C(C=CC=C1)NC(=O)C=1C2=C(SC1NC(C(C(F)(F)F)(F)F)=O)CCCCC2)(F)F